C(C=C)[N] allyl-nitrogen